C(C)(C)C1=C(NC2=CC=C(C=C12)C(C(=O)N[C@@H]1CNCC1)(C)C)C1=CC(=NC=C1)C (S)-2-(3-isopropyl-2-(2-methylpyridin-4-yl)-1H-indol-5-yl)-2-methyl-N-(pyrrolidin-3-yl)propionamide